N-(3-fluorophenyl)-4-[({3-[2-methyl-2-(morpholin-4-yl)propoxy]pyridin-4-yl}methyl)amino]-2-oxo-1,2,5,6-tetrahydropyridine-3-carbothioamide FC=1C=C(C=CC1)NC(=S)C=1C(NCCC1NCC1=C(C=NC=C1)OCC(C)(N1CCOCC1)C)=O